(6-amino-5-chloro-2-methylpyrimidin-4-yl)-1λ6-thiomorpholine-1,1-dione NC1=C(C(=NC(=N1)C)N1CCS(CC1)(=O)=O)Cl